CC1=C(C=CC=C1)N[C@H](C)C1=CC=CC=C1 (R)-N-(2-methylphenyl)-1-phenylethylamine